C1=C(C=CC=2CCCCC12)OC(CC)=O propionic acid 5,6,7,8-tetrahydronaphthalen-2-yl ester